6-[4-amino-1-(2-hydroxyethyl)pyrazolo[3,4-d]pyrimidin-3-yl]-N-methyl-1H-indole-2-carboxamide NC1=C2C(=NC=N1)N(N=C2C2=CC=C1C=C(NC1=C2)C(=O)NC)CCO